C(CCC)[C@@H]1CS(C2=C(N(C1)C1=CC=CC=C1)C=C(C(=C2)O\C=C(\C(=O)O)/F)SCC)(=O)=O (S)-(Z)-3-((3-butyl-7-(ethylthio)-1,1-dioxido-5-phenyl-2,3,4,5-tetrahydro-1,5-benzothiazepin-8-yl)oxy)-2-fluoroacrylic acid